iminopropyl-methoxysilane N=CCC[SiH2]OC